1-[1-{5-chloro-2-[(4-methoxyphenyl)methoxy]phenyl}-5,5-difluoropiperidin-3-yl]-5-(difluoromethyl)-1H-pyrazole-4-carboxylic acid ethyl ester C(C)OC(=O)C=1C=NN(C1C(F)F)C1CN(CC(C1)(F)F)C1=C(C=CC(=C1)Cl)OCC1=CC=C(C=C1)OC